CN(CCNC(=O)NC1=CC=C(C=C1)C=1C=CC2=C(N(C=N2)C2=C(C=CC=C2)OC)C1)C 1-(2-(dimethylamino)ethyl)-3-(4-(1-(2-methoxyphenyl)-1H-benzo[d]imidazol-6-yl)phenyl)urea